4-(2-(2,4-difluorophenoxy)-5-(ethylsulfonylamino)phenyl)-2-methyl-6-(2-(pyrrolidin-1-yl)ethoxy)pyridine 1-oxide FC1=C(OC2=C(C=C(C=C2)NS(=O)(=O)CC)C2=CC(=[N+](C(=C2)OCCN2CCCC2)[O-])C)C=CC(=C1)F